diethyl 2-(1,1-dimethylbut-3-enyl)propanedioate CC(CC=C)(C)C(C(=O)OCC)C(=O)OCC